3-(2-methylthiazol-5-yl)-3-(1-(trifluoromethyl)cyclopropyl)propanoic acid CC=1SC(=CN1)C(CC(=O)O)C1(CC1)C(F)(F)F